4-(6-(Ethyl-(isopropyl)amino)-4-(prop-1-en-2-yl)picolinamido)benzoic acid ethyl ester C(C)OC(C1=CC=C(C=C1)NC(C1=NC(=CC(=C1)C(=C)C)N(C(C)C)CC)=O)=O